methyl-phosphonous acid monoethyl ester C(C)OP(O)C